3-Fluoro-3-[hydroxy-(4-phenoxy-phenyl)-(4-trifluoromethoxy-phenyl)-methyl]-azetidine-1-carboxylic acid tert-butyl ester C(C)(C)(C)OC(=O)N1CC(C1)(C(C1=CC=C(C=C1)OC(F)(F)F)(C1=CC=C(C=C1)OC1=CC=CC=C1)O)F